C/C(=C/O)/C(CO)O Cis-2-methyl-1,3,4-trihydroxy-1-butene